OCC(CO[Si]1(OCC(CO1)C)CSC(C)=O)C thioacetic acid S-[2-(3-hydroxy-2-methylpropoxy)-5-methyl-[1,3,2]dioxasilinan-2-ylmethyl] ester